rac-(3S)-5-[6-methyl-5-[[6-methyl-4-(methylamino)-2-pyridyl]amino]-2,3-dihydrofuro[3,2-b]pyridin-7-yl]-2,3,4,7-tetrahydro-1H-azepin-3-ol CC=1C(=C2C(=NC1NC1=NC(=CC(=C1)NC)C)CCO2)C=2C[C@@H](CNCC2)O |r|